(S)-2-(2,2-difluoro-7-methyl-3-oxo-6-(perfluorophenyl)-2,3-dihydro-4H-benzo[b][1,4]oxazin-4-yl)propanoic acid FC1(C(N(C2=C(O1)C=C(C(=C2)C2=C(C(=C(C(=C2F)F)F)F)F)C)[C@H](C(=O)O)C)=O)F